2-fluoro-N,N-dimethyl-6-(5-methyl-2-thiazol-4-yl-7,8-dihydro-5H-pyrido[4,3-d]pyrimidin-6-yl)pyridin-4-amine FC1=NC(=CC(=C1)N(C)C)N1C(C2=C(N=C(N=C2)C=2N=CSC2)CC1)C